Diethylaminosulfur C(C)N(CC)[S]